2-(3-(trans-4-(pyrrolidin-1-yl)cyclohexyl)-1H-pyrrolo[2,3-c]pyridin-1-yl)benzamide N1(CCCC1)[C@@H]1CC[C@H](CC1)C1=CN(C2=CN=CC=C21)C2=C(C(=O)N)C=CC=C2